ethyl 3-[3-[(6-benzyloxy-2,2-dioxo-1,4-dihydro-2,1,3-benzothiadiazin-3-yl)methyl]phenyl]-3-(4-methyl-1H-benzotriazol-5-yl)propanoate C(C1=CC=CC=C1)OC=1C=CC2=C(CN(S(N2)(=O)=O)CC=2C=C(C=CC2)C(CC(=O)OCC)C2=C(C3=C(NN=N3)C=C2)C)C1